BrC1=CC=CC(=N1)C(=O)NC1C(CN(CC1)C)OC 6-bromo-N-(3-methoxy-1-methyl-4-piperidyl)pyridine-2-carboxamide